CN(CCOC=1C=CC(=C(C(=O)N[C@H](C)C2=CC(=CC(=C2)C2=CN=CS2)C=2C=NN(C2)C)C1)C)C (R)-5-(2-(dimethylamino)ethoxy)-2-methyl-N-(1-(3-(1-methyl-1H-pyrazol-4-yl)-5-(thiazol-5-yl)phenyl)ethyl)benzamide